ethyl(2,4,6-trimethylbenzoyl)-phenyl phosphinate [PH2](OC1=C(C(=CC=C1)CC)C(C1=C(C=C(C=C1C)C)C)=O)=O